C(C)(C)(C)OC(=O)N1[C@H](CCC1)COC1=NC=CC(=C1)C (2R)-2-[[(4-methylpyridin-2-yl)oxy]methyl]pyrrolidine-1-carboxylic acid tert-butyl ester